FC(C1=NC(=CC(=N1)NC1=NC=C(C(=C1)OC)C=1C=NN(C1)C[C@@H](C)NC)N)F (R)-2-(difluoromethyl)-N4-(4-methoxy-5-(1-(2-(methylamino)propyl)-1H-pyrazol-4-yl)pyridin-2-yl)pyrimidine-4,6-diamine